ClC(=O)N chloroformic acid amide